C(#N)[C@H](C[C@H]1C(NCCC1)=O)NC([C@H](CC(C)(C)C)NC(=O)C1=CC=2C(=NC=CC2N1C)OC)=O N-[(2S)-1-({(1S)-1-cyano-2-[(3S)-2-oxopiperidin-3-yl]ethyl}amino)-4,4-dimethyl-1-oxopentan-2-yl]-4-methoxy-1-methyl-1H-pyrrolo[3,2-c]pyridine-2-carboxamide